(S)-2-(2-chloro-6-fluorobenzoylamino)-3-(4-(6-(dimethylamino)-3-methyl-2-oxo-2,3-dihydro-1H-benzo[d]imidazol-1-yl)phenyl)propanoic acid ClC1=C(C(=O)N[C@H](C(=O)O)CC2=CC=C(C=C2)N2C(N(C3=C2C=C(C=C3)N(C)C)C)=O)C(=CC=C1)F